O=C1C(O)=C([O-])[C@H](O1)[C@@H](O)CO.[Mg+2].ClC1=NC=CC=C1N1C(N=C(C2=CC=C(C=C12)C1CC1)N[C@@H]1[C@@H](C1)F)=O.O=C1C(O)=C([O-])[C@H](O1)[C@@H](O)CO 1-(2-chloropyridin-3-yl)-7-cyclopropyl-4-(((1S,2R)-2-fluorocyclopropyl)amino)-quinazolin-2(1H)-one Magnesium Ascorbate